(3R)-1-(5-((3-fluoro-phenyl)ethynyl)-2,3-dihydro-1H-inden-1-yl)-piperidine-3-carboxylic acid methyl ester COC(=O)[C@H]1CN(CCC1)C1CCC2=CC(=CC=C12)C#CC1=CC(=CC=C1)F